3-(2,6-dimethylphenyl)-5-methoxy-benzaldehyde CC1=C(C(=CC=C1)C)C=1C=C(C=O)C=C(C1)OC